C(C)OC(=O)C1C2C(N(C(C12C)=O)CC1=CC=CC=C1)=O 3-benzyl-1-methyl-2,4-dioxo-3-azabicyclo[3.1.0]hexane-6-carboxylic acid ethyl ester